C(C)C=1C=C2C=CC=NC2=CC1 6-ethylquinolin